COC1=C(C=CC(=C1)C=1C=NN(C1)C)NC=1N=CC2=C(N1)C(=NC=C2)NC2CCOCC2 N2-(2-methoxy-4-(1-methyl-1H-pyrazol-4-yl)phenyl)-N8-(tetrahydro-2H-pyran-4-yl)pyrido[3,4-d]pyrimidine-2,8-diamine